N-(3-methyl-4-((1-methyl-1H-benzo[d][1,2,3]triazol-5-yl)oxy)phenyl)-6-(piperazin-1-yl)pyrimido[5,4-d]pyrimidin-4-amine 2,2,2-trifluoroacetate FC(C(=O)O)(F)F.CC=1C=C(C=CC1OC1=CC2=C(N(N=N2)C)C=C1)NC=1C2=C(N=CN1)C=NC(=N2)N2CCNCC2